COCCNS(=O)(=O)C1=CC2=CC=CC=C2C=C1 N-(2-methoxyethyl)naphthalene-2-sulfonamide